C(C)(C)(C)OC(=O)N1CCN(CC1)C1=NC=C(N=C1)C#N 4-(5-Cyanopyrazin-2-yl)piperazine-1-carboxylic acid tert-butyl ester